indium-gallium-cerium [Ce].[Ga].[In]